2-styryl-naphtho[1,2-d]Oxazole C(=CC1=CC=CC=C1)C=1OC2=C(N1)C1=CC=CC=C1C=C2